C1(OCC2=CC=CC=C12)CN Isobenzofuran-1(3H)-yl-methanamine